N1(N=CC=C1)CC=1C=CC(=NC1OC)C(=O)NS(=O)(=N)C1=C(C=CC=C1OC)OC 5-((1H-pyrazol-1-yl)methyl)-N-(2,6-dimethoxyphenylsulfonimidoyl)-6-methoxypicolinamide